N,N-Bis(2-hydroxyethyl)eicosanamide OCCN(C(CCCCCCCCCCCCCCCCCCC)=O)CCO